COC1=CC=2N(C3=CC=CC=C3C2C=C1)CC(C)N(C)C 1-(2-methoxy-9H-carbazol-9-yl)-N,N-dimethylpropan-2-amine